3-(2-aminobenzo[d]oxazol-5-yl)-1-isopropyl-1H-pyrazolo[3,4-d]pyrimidin-4-amine NC=1OC2=C(N1)C=C(C=C2)C2=NN(C1=NC=NC(=C12)N)C(C)C